[C@H]12OC[C@](CC1)(C2)N2N=C1N=C(C(=CC1=C2)C(=O)NC=2C(N(C=CC2)[C@@H]2[C@@H](C2)F)=O)OC2CC2 2-((1S,4S)-2-oxabicyclo[2.2.1]heptan-4-yl)-6-cyclopropoxy-N-(1-((1S,2R)-2-fluorocyclopropyl)-2-oxo-1,2-dihydropyridin-3-yl)-2H-pyrazolo[3,4-b]pyridine-5-carboxamide